3-amino-4-(7-fluoro-1H-indazol-4-yl)-6,8-dimethoxy-1H-1,7-phenanthrolin-2-one NC=1C(NC2=C3C=CC(=NC3=C(C=C2C1C1=C2C=NNC2=C(C=C1)F)OC)OC)=O